FC=1C=C(C=CC1N1CCCCC1)NC(=O)C=1N=C(OC1C)N1CC2(CCC2)CC1 N-(3-fluoro-4-(piperidin-1-yl)phenyl)-5-methyl-2-(6-azaspiro[3.4]octan-6-yl)oxazole-4-carboxamide